C(C)(C)(C)OC(=O)N1C[C@@H](N(CC1)C1=CC(=CC=C1)Br)C (3S)-4-(3-bromophenyl)-3-methyl-piperazine-1-carboxylic acid tert-butyl ester